N[C@@H](C(=O)NC1CCN(CC1)C1=NC(=C(C(=C1C#N)CC)C#N)SC(C(=O)N)C1=CC=CC=C1)CO (2R)-2-amino-N-(1-(6-((2-amino-2-oxo-1-phenylethyl)sulfanyl)-3,5-dicyano-4-ethylpyridin-2-yl)piperidin-4-yl)-3-hydroxypropanamide